N-{(1R)-1-[3-(difluoromethyl)-2-fluorophenyl]ethyl}-2-methyl-6-(4-methylpiperazin-1-yl)pyrido[3,4-d]pyrimidin-4-amine FC(C=1C(=C(C=CC1)[C@@H](C)NC=1C2=C(N=C(N1)C)C=NC(=C2)N2CCN(CC2)C)F)F